FC1=CC=CC=2N=C(OC21)C2CCN(CC2)C2=C(C(N(C1=CC=CC=C21)C)=O)C#N 4-[4-(7-fluoro-1,3-benzooxazol-2-yl)piperidin-1-yl]-1-methyl-2-oxo-1,2-dihydroquinoline-3-carbonitrile